BrC1=CC(=C2C(=NC=NC2=C1)NC=1C(=C2C=CC=NC2=CC1)F)O[C@@H](COC)C (R)-7-bromo-N-(5-fluoroquinolin-6-yl)-5-((1-methoxypropan-2-yl)oxy)quinazolin-4-amine